O=C1NC(C=CC1N1C(C2=CC=C(C=C2C1=O)F)=O)=O 2-(2,6-dioxopyridin-3-yl)-5-fluoroisoindoline-1,3-dione